methyl (6-(4-((bis(4-methoxyphenyl)(phenyl)methoxy)methyl)-4-(hydroxymethyl)piperidin-1-yl)-6-oxohexyl)carbamate COC1=CC=C(C=C1)C(OCC1(CCN(CC1)C(CCCCCNC(OC)=O)=O)CO)(C1=CC=CC=C1)C1=CC=C(C=C1)OC